C1(CC1)CN(C(OC(C)(C)C)=O)C1=NC=CC(=C1)C=1OC=C(N1)C(N(C)C=1C(=NN(C1)C1CCC(CC1)CO)C(F)F)=O 1-Tert-butyl N-(cyclopropylmethyl)-N-[4-[4-[[3-(difluoromethyl)-1-[4-(hydroxymethyl)cyclohexyl]pyrazol-4-yl]-methyl-carbamoyl]oxazol-2-yl]-2-pyridyl]carbamate